CN(S(=O)(=O)C1CN(C1)C=1C=CC=2C(N1)=NN(C2)C2=CC=CC=C2)C N,N-dimethyl-1-(2-phenyl-2H-pyrazolo[3,4-b]pyridin-6-yl)azetidine-3-sulfonamide